5,7-bis(2-methoxyethoxy)thiazolo[4,5-b]pyridin-2-amine COCCOC1=CC(=C2C(=N1)N=C(S2)N)OCCOC